ClC1=CC=C(C=C1)C(C(=O)N1CCC(CC1)O)N1C=NC2=C(C1=O)C=NN2 5-(1-(4-chlorophenyl)-2-(4-hydroxypiperidin-1-yl)-2-oxoethyl)-1,5-dihydro-4H-pyrazolo[3,4-d]pyrimidin-4-one